The molecule is the trianion of molybdopterin obtained by deprotonation of the phosphate and 7-SH groups; major species at pH 7.3. It is a conjugate base of a molybdopterin. C([C@@H]1C(=C([C@H]2[C@@H](O1)NC3=C(N2)C(=O)NC(=N3)N)S)[S-])OP(=O)([O-])[O-]